2-(trifluoromethyl)-phenylpropionic acid FC(C1=C(C=CC=C1)C(C(=O)O)C)(F)F